FC(C=1C=C2C(=NC1)NC(=N2)C2(CC2)C=2N=C1CCCN(C1=CC2)C2=NC(=NC=C2)C(F)(F)F)(F)F 6-{1-[6-(trifluoromethyl)-3H-imidazo[4,5-b]pyridin-2-yl]cyclopropyl}-1-[2-(trifluoromethyl)pyrimidin-4-yl]-1,2,3,4-tetrahydro-1,5-naphthyridine